C[C@H]([C@H](CC)O)CC (3S,4S)-4-Methylhexan-3-ol